N1C(=CC=C1)C#CC1=C(C2=C(N=CN=C2N)N1C1(CC1)C)C(=O)NC1=CC=C(C=C1)COC 6-((1H-pyrrol-2-yl)ethynyl)-4-amino-N-(4-(methoxymethyl)phenyl)-7-(1-methylcyclopropyl)-7H-pyrrolo[2,3-d]pyrimidine-5-carboxamide